N-[5-(cyclopropylmethoxy)-4-(2-methyl-1-oxo-5,6,7,8-tetrahydroisoquinolin-4-yl)pyrimidin-2-yl]ethanesulfonamide C1(CC1)COC=1C(=NC(=NC1)NS(=O)(=O)CC)C1=CN(C(C=2CCCCC12)=O)C